O1C(C=CC=C1)C1=C(C=CC=C1)C1OC=CC=C1 dipyryl-benzene